BrC=1C=C(C=CC2=CC([C@@H]3C([C@H]2C3)(C)C)=O)C=CC1O (1s,5r)-4-(3-bromo-4-hydroxystyryl)-6,6-dimethylbicyclo[3.1.1]hept-3-en-2-one